C1CN(CC[NH2+]1)C2=CC=C(C=C2)C(=O)O 4-piperazinylbenzoic acid